2,3,4,5-tetrachloronitrobenzene ClC1=C(C=C(C(=C1Cl)Cl)Cl)[N+](=O)[O-]